(Z)-methyl 2-(3-nitrobenzylidene)-3-oxobutyrate [N+](=O)([O-])C=1C=C(\C=C(/C(=O)OC)\C(C)=O)C=CC1